(E)-methyl 4-((4-((4-carbamoyl-2-((4-(4-isobutyrylpiperazin-1-yl) but-2-yn-1-yl) oxy)-6-nitrophenyl) amino) but-2-en-1-yl) amino)-3-methoxy-5-nitrobenzoate C(N)(=O)C1=CC(=C(C(=C1)[N+](=O)[O-])NC/C=C/CNC1=C(C=C(C(=O)OC)C=C1[N+](=O)[O-])OC)OCC#CCN1CCN(CC1)C(C(C)C)=O